(7-azabicyclo[2.2.1]heptane-1-yl)methanol C12(CCC(CC1)N2)CO